C(C(C)C)(=O)OC=1C(=NC=CC1OC)C(N[C@@H](C)C1=NC(=NO1)C1=CC=C(C=C1)F)=O (S)-2-((1-(3-(4-fluorophenyl)-1,2,4-oxadiazol-5-yl)ethyl)carbamoyl)-4-methoxypyridin-3-yl isobutyrate